C(C1=C(C(=CC2=CC=CC=C12)C(=O)[O-])O)C1=C(C(=CC2=CC=CC=C12)C(=O)[O-])O 1,1'-methylene-bis-(2-hydroxy-3-naphthoate)